3-iodo-1-(4-methoxybenzyl)-1H-indazole-6-carbaldehyde IC1=NN(C2=CC(=CC=C12)C=O)CC1=CC=C(C=C1)OC